2-(2,6-dimethoxypyridin-4-yl)propionic acid COC1=NC(=CC(=C1)C(C(=O)O)C)OC